N[C@@H]1CN(CC[C@H]1F)C1=NC2=C(N1CC1=CC=C(C=N1)C#N)C=C(C(=C2)OC(F)(F)F)Cl 6-((2-((3R,4R)-3-Amino-4-fluoro-1-piperidinyl)-6-chloro-5-(trifluoromethoxy)-1H-benzimidazol-1-yl)methyl)-3-pyridincarbonitril